ClC1=NC(=NC(=N1)Cl)NCCC[SiH2]C(OCC)OCC 2,4-dichloro-6-(3-(diethoxymethylsilyl)propyl)amino-1,3,5-triazine